C(OCC(F)F)(OC(F)F)=O (2,2-difluoroethyl) (difluoromethyl) carbonate